ClC=1C(=C(C(=CC1)OC)C1=CC(=NC=C1C(=O)NC=1SC=2N=C(N=CC2N1)N1CCC(CC1)O)C)F 4-(3-Chloro-2-fluoro-6-methoxyphenyl)-N-(5-(4-hydroxypiperidin-1-yl)thiazolo[5,4-d]pyrimidin-2-yl)-6-methylnicotinamide